2-methylenepropane-1,3-diol C=C(CO)CO